N,N-dibenzyl-2-(4-(tert-butyl)phenyl)-4-methoxyquinolin-7-amine C(C1=CC=CC=C1)N(C1=CC=C2C(=CC(=NC2=C1)C1=CC=C(C=C1)C(C)(C)C)OC)CC1=CC=CC=C1